1-[5-(cyclopropylmethoxy)-2-methyl-1-benzofuran-3-yl]cyclopropan-1-amine C1(CC1)COC=1C=CC2=C(C(=C(O2)C)C2(CC2)N)C1